N=1C=CN2C1C=CC(=C2)C2=CNC=1N=C(N=C(C12)OC)NC1CC(C1)(C)NC(CC)=O N-((1r,3r)-3-((5-(imidazo[1,2-a]pyridin-6-yl)-4-methoxy-7H-pyrrolo[2,3-d]pyrimidin-2-yl)amino)-1-methylcyclobutyl)propionamide